FC(C(F)(F)F)(C=1C=C(C=2C=CC=3N(C2N1)C=C(N3)C(=O)NN)C(F)(F)F)F 2-(perfluoroethyl)-4-(trifluoromethyl)imidazo[1,2-a][1,8]naphthyridine-8-carbohydrazide